(S)-dimethyl 2-(((benzyloxy)carbonyl)amino)-2-methylpentanedioate C(C1=CC=CC=C1)OC(=O)N[C@](C(=O)OC)(CCC(=O)OC)C